(2S,4S)-1-(2-((tert-butyldimethylsilyl)oxy)ethyl)-4-fluoro-5-oxopyrrolidine-2-carboxylic acid, lithium salt [Li+].[Si](C)(C)(C(C)(C)C)OCCN1[C@@H](C[C@@H](C1=O)F)C(=O)[O-]